N-phenethyl-tetradecylamine C(CC1=CC=CC=C1)NCCCCCCCCCCCCCC